C(#N)C=1N=C(NC1C#N)C(F)(F)F.[Na] sodium 4,5-dicyano-2-(trifluoromethyl)imidazole